C1CCCCC1 cyclohex-ane